CC=1N=C(N=NC1C1=CC=C2C(C=CS2)=C1O)N[C@H]1CN(CCC1)C1COC1 (R)-5-(5-methyl-3-((1-(oxetane-3-yl)piperidin-3-yl)amino)-1,2,4-triazine-6-yl)benzothiophene-4-ol